OC1(CNC1)[C@H](C)NC(OC(C)(C)C)=O 1,1-Dimethylethyl [(1S)-1-(3-hydroxyazetidin-3-yl)ethyl]carbamate